C(\C=C/C(=O)O)(=O)O.C1(CCCCC1)CN1CCN(CC1)C=1SC2=C(C(C1)=O)C=C(C=C2[N+](=O)[O-])C(F)(F)F 2-(4-(cyclohexylmethyl)piperazin-1-yl)-6-(trifluoromethyl)-8-nitro-benzothiopyran-4-one maleate